CC1C(C2=C(O1)C=C(C3=C2OC4=C(C3=O)C=CC=C4O)O)(C)C The molecule is a member of the class of xanthones that is a tetracyclic compound 1,2-dihydro-6H-furo[2,3-c]xanthen-6-one substituted by hydroxy groups at positions 5 and 10 and methyl groups at positions 1,1 and 2. It has been isolated from Calophyllum pauciflorum and Garcinia vieillardii. It has a role as a plant metabolite. It is a member of xanthones, a polyphenol and an organic heterotetracyclic compound.